N-((1R,5S,6s)-3-azabicyclo[3.1.0]hexan-6-yl)-1-(3-(4-methoxyphenyl)-1,2,4-oxadiazol-5-yl)piperidine-4-carboxamide hydrochloride Cl.[C@@H]12CNC[C@H]2C1NC(=O)C1CCN(CC1)C1=NC(=NO1)C1=CC=C(C=C1)OC